N'-Cbz-L-ornithine methyl ester hydrochloride Cl.COC([C@@H](N)CCCNC(=O)OCC1=CC=CC=C1)=O